chloro-2-ethylcyclohexane-formate ClC1(C(CCCC1)CC)C(=O)[O-]